C(C)(=O)N1CCC(CC1)C(=O)N(CC(NC=1C=C2CC3(C(NC4=NC=CC=C43)=O)CC2=CC1)=O)CC1=C(CN(C(OC(C)(C)C)=O)C)C=CC=C1 tert-Butyl (2-((1-acetyl-N-(2-oxo-2-((2'-oxo-1,1',2',3-tetrahydrospiro[indene-2,3'-pyrrolo[2,3-b]pyridin]-5-yl)amino)ethyl)piperidine-4-carboxamido)methyl)benzyl)(methyl)carbamate